(S)-1-(5-chloro-2-methoxyphenyl)-3-(isoquinolin-4-yl)-2-oxoimidazolidine-4-carbonitrile ClC=1C=CC(=C(C1)N1C(N([C@@H](C1)C#N)C1=CN=CC2=CC=CC=C12)=O)OC